1-(tert-butyl) 2-methyl (S,E)-3-((dimethylamino) methylene)-4-oxopyrrolidine-1,2-dicarboxylate CN(C)\C=C\1/[C@H](N(CC1=O)C(=O)OC(C)(C)C)C(=O)OC